[Be].[Cr] chromium beryllium